ClC1=C(C=CC(=C1)OC)N1C(=C(C(=C1)C1=CC=CC=C1)C1=NC=CC=C1)CC1=CC=CC=C1 N-(2-chloro-4-methoxyphenyl)-3-(2-pyridyl)-2-benzyl-4-phenylpyrrole